tert-butyl 3-oxo-4-([1,2,4]triazolo[1,5-a]pyridin-6-yl)piperazine-1-carboxylate O=C1CN(CCN1C=1C=CC=2N(C1)N=CN2)C(=O)OC(C)(C)C